trimethylammonium tetrakis(para-trifluoromethylphenyl)borate FC(C1=CC=C(C=C1)[B-](C1=CC=C(C=C1)C(F)(F)F)(C1=CC=C(C=C1)C(F)(F)F)C1=CC=C(C=C1)C(F)(F)F)(F)F.C[NH+](C)C